C(C)O[C@@H]1C[C@H](C1)NC1=NN2C(C=N1)=C(C=C2)C2=CC=C1C(=N2)N(C(=N1)C)CCOC N-(trans-3-ethoxycyclobutyl)-5-(3-(2-methoxyethyl)-2-methyl-3H-imidazo[4,5-b]pyridin-5-yl)pyrrolo[2,1-f][1,2,4]triazin-2-amine